NC1=NC=C(C2=C1C(=C(N2C)C2=C(C=C(C=C2)NC(C(=C)C)=O)F)C2=CC(=C(C=C2)OC2=NC=CC(=N2)CC)F)C#N N-(4-(4-amino-7-cyano-3-(4-((4-ethylpyrimidin-2-yl)oxy)-3-fluorophenyl)-1-methyl-1H-pyrrolo[3,2-c]pyridin-2-yl)-3-fluorophenyl)methacrylamide